(1-phenyl-1H-benzo[d]imidazol-6-yl)methanol C1(=CC=CC=C1)N1C=NC2=C1C=C(C=C2)CO